NC1=NC(=C(C(=N1)N[C@@H](C)C=1N(S(C2=C(C1)C=CC=C2Cl)(O)O)C2=CC=NC=C2)C#N)C (S)-2-amino-4-((1-(8-chloro-1,1-dihydroxy-2-(pyridin-4-yl)-2H-benzo[e][1,2]thiazin-3-yl)ethyl)amino)-6-methylpyrimidine-5-carbonitrile